ClC=1C(=NNC1)C1=NC(=NC=C1C(F)(F)F)N[C@@H]1CC[C@H](CC1)N(C(=O)NCC(F)(F)F)C1=NC=C(N=C1)C=1C=NN(C1)C(F)F 1-(trans-4-((4-(4-chloro-1H-pyrazol-3-yl)-5-(trifluoromethyl)pyrimidin-2-yl)amino)cyclohexyl)-1-(5-(1-(difluoromethyl)-1H-pyrazol-4-yl)pyrazin-2-yl)-3-(2,2,2-trifluoroethyl)urea